ClC=1C(=C(C=CC1)C=1CCN(CC1)C(=O)OC(C)(C)C)NC(=O)N1CCC(CC1)(C)C1=NOC(=N1)C1CC1 tert-butyl 4-(3-chloro-2-{[4-(5-cyclopropyl-1,2,4-oxadiazol-3-yl)-4-methylpiperidine-1-carbonyl]amino}phenyl)-3,6-dihydropyridine-1(2H)-carboxylate